NC=1C=C(C=CC1)CCO 2-(3-aminophenyl)ethan-1-ol